OC1=C(C=C(C=C1)C)C(C)=O 1-(2-hydroxy-5-methylphenyl)ethan-1-one